4-guanidino-6-[(1S,2R)-3-hydroxy-1-methoxy-2-(octanoyloxy)propyl]-5,6-dihydro-4H-pyran-2-carboxylic acid N(C(=N)N)C1C=C(OC(C1)[C@@H]([C@@H](CO)OC(CCCCCCC)=O)OC)C(=O)O